ClC=1C=CC(=NC1)C=1N=C(NC(C1)=O)C=1C=C(CNC(C(C)C)=O)C=CC1C(F)(F)F N-{3-[4-(5-Chloropyridin-2-yl)-6-oxo-1,6-dihydropyrimidin-2-yl]-4-(trifluoromethyl)benzyl}isobutyramide